C(C#C)OCCCCCCCC 1-(prop-2-yn-1-yloxy)octane